CC1CCC(=CC2=C(CCC12)C)C(C)C The molecule is a bicyclic sesquiterpene that is 1,2,6,7,8,8a-hexahydroazulene carrying an isopropyl substituent at position 5 as well as two methyl substituents at positions 5 and 8. It has a role as a plant metabolite. It is a sesquiterpene, a polycyclic olefin and a carbobicyclic compound.